ClC1=CC=C(C=C1)C1(CNCC1)NS(=O)(=O)C=1C=NC(=CC1)OC(C)C N-(3-(4-chlorophenyl)pyrrolidin-3-yl)-6-isopropoxypyridine-3-sulfonamide